ClC=1C=C(C=CC1F)NC(=O)C1=C(N=CN1C)C1CC2CC(CC2C1)(C([2H])([2H])[2H])O N-(3-chloro-4-fluorophenyl)-4-(5-hydroxy-5-(methyl-d3)octahydro-pentalen-2-yl)-1-methyl-1H-imidazole-5-carboxamide